phospho-morphine P(=O)(O)(O)OC=1C=CC=2C[C@@H]3[C@@H]4C=C[C@@H]([C@H]5[C@@]4(C2C1O5)CCN3C)O